C[C@]12CCC(C(=C2C[C@@H](CC1)C(C)(C)O)CCCC(F)(F)F)=O (6R,9R)-6-methyl-9-(1-hydroxyisopropyl)-2-(4,4,4-trifluorobutyl)bicyclo[4.4.0]dec-1-en-3-one